C(C)(C)(C)C1=NOC(=N1)C12CCC(CC1)(CC2)CN(C(=O)C21CC(C2)(C1)F)C1=CC(=CC=C1)C=1OC(=NN1)C1CC1 N-((4-(3-(tert-butyl)-1,2,4-oxadiazol-5-yl)bicyclo[2.2.2]octan-1-yl)methyl)-N-(3-(5-cyclopropyl-1,3,4-oxadiazol-2-yl)phenyl)-3-fluorobicyclo[1.1.1]pentane-1-carboxamide